N-(4-hydroxy-2-methyl-2H-indazol-5-yl)-4-(piperazin-1-yl)-2,3-dihydro-1H-pyrrolo[2,3-b]pyridine-1-carboxamide 2,2,2-trifluoroacetate FC(C(=O)O)(F)F.OC=1C2=CN(N=C2C=CC1NC(=O)N1CCC=2C1=NC=CC2N2CCNCC2)C